NC1=NC2=C(C=3N1N=C(N3)C=3OC=CC3)C=NN2C(C(=O)O)CCC 2-(5-amino-2-(furan-2-yl)-7H-pyrazolo[4,3-e][1,2,4]triazolo[1,5-c]pyrimidin-7-yl)pentanoic acid